5-Bromo-4-fluoro-2-methylbenzoic acid methyl ester COC(C1=C(C=C(C(=C1)Br)F)C)=O